8-(8-fluoro-7-(7-fluoro-5-methyl-1H-indazol-4-yl)-2-(((2R,7aS)-2-fluorotetrahydro-1H-pyrrolizin-7a(5H)-yl)methoxy)pyrido[4,3-d]pyrimidin-4-yl)-2-oxa-5,8-diazaspiro[3.5]nonane FC1=C(N=CC2=C1N=C(N=C2N2CCNC1(COC1)C2)OC[C@]21CCCN1C[C@@H](C2)F)C2=C1C=NNC1=C(C=C2C)F